N-(3,5-difluorophenyl)-6-methoxy-2-(pyrrolidin-1-yl)-7-(3-(pyrrolidin-1-yl)prop-1-yn-1-yl)quinazolin-4-amine FC=1C=C(C=C(C1)F)NC1=NC(=NC2=CC(=C(C=C12)OC)C#CCN1CCCC1)N1CCCC1